3-(2H-benzotriazol-2-yl)-5-(1,1-dimethylethyl)-4-hydroxy-benzenepropanoic acid methyl ester COC(CCC1=CC(=C(C(=C1)C(C)(C)C)O)N1N=C2C(=N1)C=CC=C2)=O